(2-(4-methylpiperazin-1-yl)ethyl)-5-(piperidin-1-ylmethyl)-5,6-dihydro-1,4,2-dioxazine CN1CCN(CC1)CCC1=NOCC(O1)CN1CCCCC1